CC1NNC2NC=3CC(CC(C3[C@H](C21)C2=CC=CC=C2)=O)(C)C (4R)-3,7,7-trimethyl-4-phenyl-2,3,3a,4,6,8,9,9a-octahydro-1H-pyrazolo[3,4-b]quinolin-5-one